(S)-5-(3,5-difluorophenyl)-2-(3-iodocyclobutyl)-2,5,6,7-tetrahydro-3H-pyrrolo[2,1-c][1,2,4]triazol-3-one FC=1C=C(C=C(C1)F)[C@@H]1CCC2=NN(C(N21)=O)C2CC(C2)I